[4,4'-bipiperidine]-1-carboxylate N1(CCC(CC1)C1CCNCC1)C(=O)[O-]